C(C1=CC=CC=C1)NC1=NC(=NN2C1=CC=C2C2CN(CCC2)C(=O)OC(C)(C)C)Cl tert-butyl 3-(4-(benzylamino)-2-chloropyrrolo[2,1-f][1,2,4]triazin-7-yl)piperidine-1-carboxylate